N2-Isobutyryl-O6-(diphenylcarbamoyl)-3'-O-(methylthiomethyl)-5'-O-(tert-butyldimethylsilyl)-2'-deoxyguanosine C(C(C)C)(=O)NC=1N=C(C=2N=CN([C@H]3C[C@H](OCSC)[C@@H](CO[Si](C)(C)C(C)(C)C)O3)C2N1)OC(N(C1=CC=CC=C1)C1=CC=CC=C1)=O